O1C2(OCC1)CC1(C3=C(C=NO3)C2)CCCC1 4'H,6'H-dispiro[cyclopentane-1,7'-benzo[d]isoxazole-5',2''-[1,3]dioxolane]